5-cyclopropyl-2-ethyl-pyrazol-3-amine C1(CC1)C=1C=C(N(N1)CC)N